2-methyl-5-chlorobenzothiazole CC=1SC2=C(N1)C=C(C=C2)Cl